S1C=NC2=C1C=C(C=C2)\C=C\2/N=C(NC2=O)N[C@H]2[C@@H](CCCC2)OC |r| (±)-(4Z)-4-(1,3-Benzothiazol-6-ylmethylene)-2-[[trans-2-methoxycyclohexyl]amino]-1H-imidazol-5-one